NC1=NC=C(C=N1)O[C@@H]1C[C@H](CC1)N1C(N(CC1=O)C=1C=NC=C(C1)C(F)(F)F)=O 3-{trans-3-[(2-amino-5-pyrimidinyl)oxy]cyclopentyl}-1-[5-(trifluoromethyl)-3-pyridinyl]-2,4-imidazolidinedione